4-methylsulfanyl-7-morpholino-pyrido[3,2-d]pyrimidin-2-one CSC=1C2=C(NC(N1)=O)C=C(C=N2)N2CCOCC2